O=C1OCC2N1CCC2 3-oxotetrahydro-1H,3H-pyrrolo[1,2-c]oxazol